O,O-DIETHYL HYDROGEN THIOPHOSPHATE P(=S)(OCC)(OCC)O